5-[2-fluoro-4-[[[(3S)-1-(3-fluorophenyl)sulfonyl-3-piperidinyl]amino]methyl]-6-hydroxy-phenyl]-1,1-dioxo-1,2,5-thiadiazolidin-3-one FC1=C(C(=CC(=C1)CN[C@@H]1CN(CCC1)S(=O)(=O)C1=CC(=CC=C1)F)O)N1CC(NS1(=O)=O)=O